spiro[1,3-dioxolane-2,5'-6,7-dihydro-4H-benzothiophene]-2'-carboxylic acid S1C(=CC2=C1CCC1(C2)OCCO1)C(=O)O